OCC(C(CC=1C(=C(C(=O)O)C(=CC1)C)C)(C)C)(C)C 4-hydroxy-2,2,3,3-tetramethylbutyl-2,6-dimethylbenzoic acid